N3-(cyclopropylmethyl)-4,5-bis(4'-fluorophenyl)imidazole C1(CC1)CN1C=NC(=C1C1=CC=C(C=C1)F)C1=CC=C(C=C1)F